4-cyano-N-(2-(difluoromethoxy)-6-methoxypyridin-3-yl)-1-(2-isopropylphenyl)cyclohexane-1-carboxamide C(#N)C1CCC(CC1)(C(=O)NC=1C(=NC(=CC1)OC)OC(F)F)C1=C(C=CC=C1)C(C)C